O.CS(=O)(=O)O.O=C1C(=CNC2=CC=CC=C12)C(=O)O 4-oxo-1,4-dihydro-3-quinolinecarboxylic acid methanesulfonate monohydrate